methyl ((1R,3R)-3-(3-methyl-2-oxo-6-((2-((tetrahydro-2H-pyran-4-yl)amino)pyrimidin-4-yl)amino)-2,3-dihydro-1H-imidazo[4,5-c]pyridin-1-yl)cyclopentyl)carbamate CN1C(N(C2=C1C=NC(=C2)NC2=NC(=NC=C2)NC2CCOCC2)[C@H]2C[C@@H](CC2)NC(OC)=O)=O